(pyrrolo[1,2-a]pyrazin-8-yl)methanone C=1C=2N(C=CN1)C=CC2C=O